C1C(CCC2=CC=C(C=C12)N)N 1,2,3,4-tetrahydro-2,7-naphthalenediamine